OC(=O)C(F)(F)F.CC1=NOC=C1C1=C2CCN(C2=CC=C1)C([C@H]1NCCC1)=O (S)-3-methyl-4-(1-prolyl-indolin-4-yl)isoxazole TFA salt